C(C)OC(=O)C1=C(C=2C(=NC=CC2)N1C)C=O 3-formyl-1-methyl-1H-pyrrolo[2,3-b]pyridine-2-carboxylic acid ethyl ester